(2S)-2-((tert-butoxycarbonyl)amino)-3-(2-oxo-1,2,3,4-tetrahydroquinolin-3-yl)propionic acid C(C)(C)(C)OC(=O)N[C@H](C(=O)O)CC1C(NC2=CC=CC=C2C1)=O